methylaminoethylamine CNCCN